zinc(II) glycinate NCC(=O)[O-].[Zn+2].NCC(=O)[O-]